1-(4-methylbenzene-1-sulfonyl)-N-[(1-methyl-1H-1,2,4-triazol-3-yl)methyl]-1H-pyrazole-3-carboxamide CC1=CC=C(C=C1)S(=O)(=O)N1N=C(C=C1)C(=O)NCC1=NN(C=N1)C